1,4-anhydro-D-glucopyranose C12[C@H](O)[C@@H](O)[C@H](O2)[C@H](O1)CO